((2-((4-chloro-2-(fluoromethyl)phenoxy)methyl)pyridin-4-yl)oxy)piperidine-1-carboxylic acid tert-butyl ester C(C)(C)(C)OC(=O)N1C(CCCC1)OC1=CC(=NC=C1)COC1=C(C=C(C=C1)Cl)CF